(5-(1-benzyl-1H-indazol-3-yl)-1-oxoisoindolin-2-yl)piperidine-2,6-dione C(C1=CC=CC=C1)N1N=C(C2=CC=CC=C12)C=1C=C2CN(C(C2=CC1)=O)N1C(CCCC1=O)=O